2-(methylthio)-8-nitro-6-(trifluoromethyl)-4H-benzo[e][1,3]thiazin-4-one CSC=1SC2=C(C(N1)=O)C=C(C=C2[N+](=O)[O-])C(F)(F)F